[Na].CN(C)[Si](CC)(CC)CC dimethylaminotriethyl-silane sodium